(1R,3S,5R)-2-(2-(4-amino-6-fluoro-7-methyl-9H-pyrimido[4,5-b]indol-9-yl)acetyl)-N-(6-bromopyridin-2-yl)-5-methyl-2-azabicyclo[3.1.0]hexane-3-carboxamide NC1=NC=NC=2N(C3=CC(=C(C=C3C21)F)C)CC(=O)N2[C@@H]1C[C@@]1(C[C@H]2C(=O)NC2=NC(=CC=C2)Br)C